N-(2-chloro-3-((3,5-dimethyl-4-oxo-3,4-dihydroquinazolin-6-yl)amino)-4-fluorophenyl)-3-(trifluoromethyl)pyrrolidine-1-sulfonamide ClC1=C(C=CC(=C1NC=1C(=C2C(N(C=NC2=CC1)C)=O)C)F)NS(=O)(=O)N1CC(CC1)C(F)(F)F